N-methyl-N-(naphthalen-2-yl)-methacrylamide CN(C(C(=C)C)=O)C1=CC2=CC=CC=C2C=C1